methyl-triethoxysilan C[Si](OCC)(OCC)OCC